tert-butyl (R)-3-((R)-3-(3-bromophenyl)-1-(tert-butoxy)-1-oxopropan-2-yl)pyrrolidine-1-carboxylate BrC=1C=C(C=CC1)C[C@@H](C(=O)OC(C)(C)C)[C@@H]1CN(CC1)C(=O)OC(C)(C)C